CC=CC(=O)OCCC[Si](OCC)(OCC)OCC 3-(methyl)acryloxypropyltriethoxysilane